CN(C(C)COCCCCCCCC\C=C/CCCCCCCC)C N,N-dimethyl-3-[(9Z)-octadec-9-en-1-yloxy]propan-2-amine